5-[[2-[(2R,5S)-2-[4-[[2-(dimethylamino)-2-oxo-ethyl]amino]phenyl]-5-methyl-1-piperidyl]-2-oxo-acetyl]amino]pyridine-3-carboxamide CN(C(CNC1=CC=C(C=C1)[C@@H]1N(C[C@H](CC1)C)C(C(=O)NC=1C=C(C=NC1)C(=O)N)=O)=O)C